NC1=C(C(=NN1C)C1CC2CC(CC2C1)(C(F)(F)F)O)C(=O)NC1=CC(=C(C=C1)F)Cl 5-Amino-N-(3-chloro-4-fluorophenyl)-3-(5-hydroxy-5-(trifluoromethyl)octahydropentalen-2-yl)-1-methyl-1H-pyrazole-4-carboxamide